C(CC)C(C(F)(F)OC(C(CCC)(F)F)(F)F)(F)F Propyl-1,1,2,2-Tetrafluoroethyl ether